COCC1CN2C(O1)=C(C=N2)S(=O)(N)=NC(NC=2C=1CCC1C=CC2C2=CC(=NC=C2)OC)=O 2-(methoxymethyl)-N'-((3-(2-methoxypyridin-4-yl)bicyclo[4.2.0]octa-1(6),2,4-trien-2-yl)carbamoyl)-2,3-dihydropyrazolo[5,1-b]oxazole-7-sulfonimidamide